4-(5-Vinylpyrimidin-2-yl)piperazine-1-carboxylate C(=C)C=1C=NC(=NC1)N1CCN(CC1)C(=O)[O-]